N-(4-(3-(diethylamino)propoxy)phenyl)-4-(3-phenylisoxazolidin-2-yl)-5-(trifluoromethyl)pyrimidin-2-amine C(C)N(CCCOC1=CC=C(C=C1)NC1=NC=C(C(=N1)N1OCCC1C1=CC=CC=C1)C(F)(F)F)CC